C(C)OC(=O)C=1SC(=C(N1)C=1C=C2CCNC2=CC1)C 4-(indolin-5-yl)-5-methylthiazole-2-carboxylic acid ethyl ester